Cl.NC=1C=C(OC2=CC=NC=3NC(C=NC32)=O)C=CC1F 8-(3-amino-4-fluorophenoxy)pyrido[2,3-b]pyrazin-3(4H)-one hydrochloride